NC=1C=C2C=CC(=NC2=CC1)C(=O)NCCN(CC)CC 6-amino-N-[2-(diethylamino)ethyl]-2-quinolinecarboxamide